4-({3-[4-({1-[2-(4-methylpiperazin-1-yl)-2-oxoethyl]piperidin-4-yl}amino)-1-(2,2,2-trifluoroethyl)-1H-indol-2-yl]prop-2-yn-1-yl}amino)benzene-1-sulfonamide CN1CCN(CC1)C(CN1CCC(CC1)NC1=C2C=C(N(C2=CC=C1)CC(F)(F)F)C#CCNC1=CC=C(C=C1)S(=O)(=O)N)=O